4-(2,4-Dichlorophenyl)-5-[4-[[1-(3-fluoropropyl)azetidin-3-yliden]methyl]phenyl]-2,3-dihydro-1-benzothiepin ClC1=C(C=CC(=C1)Cl)C=1CCSC2=C(C1C1=CC=C(C=C1)C=C1CN(C1)CCCF)C=CC=C2